Disodium 2-i-Propoxy-5'-inosinate C(C)(C)OC=1N=C(C=2N=CN([C@H]3[C@H](O)[C@H](O)[C@@H](C(O)C(=O)[O-])O3)C2N1)O.[Na+].[Na+].C(C)(C)OC=1N=C(C=2N=CN([C@H]3[C@H](O)[C@H](O)[C@@H](C(O)C(=O)[O-])O3)C2N1)O